1-((3,4-dihydro-2H-pyran-2-yl)methyl)-3,7-dimethyl-1H-purine-2,6(3H,7H)-dione O1C(CCC=C1)CN1C(N(C=2N=CN(C2C1=O)C)C)=O